(2-chloro-6-fluorophenyl)-N-(2-fluoroethyl)-1,4-dihydrobenzo[d]pyrazolo[3,4-f][1,3]diazepine-9-carboxamide ClC1=C(C(=CC=C1)F)N1N=CC2=C1C1=C(N=CN2)C=CC(=C1)C(=O)NCCF